5-(2-(2,6-dimethoxy-4-(2-methyl-1-oxo-1,2-dihydro-2,7-naphthyridin-4-yl)benzyl)-2,9-Diazaspiro[5.5]undec-9-yl)-N-(2,6-dioxopiperidin-3-yl)pyridinecarboxamide COC1=C(CN2CC3(CCC2)CCN(CC3)C=3C=CC(=NC3)C(=O)NC3C(NC(CC3)=O)=O)C(=CC(=C1)C1=CN(C(C3=CN=CC=C13)=O)C)OC